(S)-2-(3-(3-fluoro-4-methylphenyl)-3-(1,2,4-thiadiazol-5-yl)pyrrolidine-1-carbothioamido)-4-methoxy-N-methylbenzamide FC=1C=C(C=CC1C)[C@@]1(CN(CC1)C(NC1=C(C(=O)NC)C=CC(=C1)OC)=S)C1=NC=NS1